3-(4-(2-(3-(3-((4-((8-cyclopentyl-7-oxo-7,8-dihydropyrido[2,3-d]pyrimidin-2-yl)amino)piperidin-1-yl)sulfonyl)phenoxy)azetidin-1-yl)ethoxy)-1-oxoisoindolin-2-yl)piperidine C1(CCCC1)N1C(C=CC2=C1N=C(N=C2)NC2CCN(CC2)S(=O)(=O)C=2C=C(OC1CN(C1)CCOC1=C3CN(C(C3=CC=C1)=O)C1CNCCC1)C=CC2)=O